(4aS,9aR)-7-Bromo-2,3,4,4a,9,9a-hexahydroindeno[2,1-b][1,4]oxazine BrC1=CC=2C[C@H]3OCCN[C@H]3C2C=C1